(1R,2S)-2-[3-fluoro-5-(2-{3-methoxy-4-[(1s,3R)-3-(dimethylamino)cyclobutoxy]phenylamino}-4-pyrimidinylamino)-2-pyridyloxy]cyclohexanol FC=1C(=NC=C(C1)NC1=NC(=NC=C1)NC1=CC(=C(C=C1)OC1CC(C1)N(C)C)OC)O[C@@H]1[C@@H](CCCC1)O